2-chloro-5-[[5-(3,5-dichloro-4-fluoro-phenyl)-5-(trifluoromethyl)-4H-isoxazol-3-yl]amino]benzoic acid ClC1=C(C(=O)O)C=C(C=C1)NC1=NOC(C1)(C(F)(F)F)C1=CC(=C(C(=C1)Cl)F)Cl